benzyl (2S,4R)-1-((9,9-difluoro-9H-fluorene-3-carbonyl)glycyl)-4-fluoro-4-((tosyloxy)methyl)pyrrolidine-2-carboxylate FC1(C2=CC=CC=C2C=2C=C(C=CC12)C(=O)NCC(=O)N1[C@@H](C[C@@](C1)(COS(=O)(=O)C1=CC=C(C)C=C1)F)C(=O)OCC1=CC=CC=C1)F